ClC1=C(C#N)C=CC(=N1)C1C(C1)(F)F 2-chloro-6-(2,2-difluorocyclopropyl)nicotinonitrile